C1(=CC=CC=C1)S(=O)(=O)N1C=CC=2C1=NC=CC2C2=CC=C(NC([C@@H](C)NC(OC(C)(C)C)=O)=O)C=C2 tert-butyl N-[(1R)-2-[4-[1-(benzenesulfonyl)pyrrolo[2,3-b]pyridin-4-yl]anilino]-1-methyl-2-oxo-ethyl]carbamate